3-Amino-5-chloro-1H-indole-2-carboxamide NC1=C(NC2=CC=C(C=C12)Cl)C(=O)N